O[C@H](CO)C1=CC(=NC(=C1)C1=CC=C(C=C1)C1=CC=C(C=C1)F)C(=O)N 4-((S)-1,2-Dihydroxyethyl)-6-(4'-fluoro-biphenyl-4-yl)pyridine-2-carboxylic acid amide